FC=1C(=CC(=NC1)OC)C1=CC(=NN1C1OCCCC1)C(=O)N1CCC(CC1)C(=O)NC1CCC(CC1)C 1-[5-(5-fluoro-2-methoxypyridin-4-yl)-1-(oxan-2-yl)pyrazole-3-carbonyl]-N-(4-methylcyclohexyl)piperidine-4-carboxamide